[Cl-].[Cl-].C[Si](=[Hf+2](C1C(=CC2=C(C=3CCCC3C=C12)C1=CC(=CC(=C1)C)C)C)C1C(=CC2=C(C(=C(C=C12)C(C)(C)C)OC)C1=CC(=CC(=C1)C)C)C)C Cis-dimethylsilanediyl-[2-methyl-4-(3,5-dimethylphenyl)-5-methoxy-6-tert-butylinden-1-yl][2-methyl-4-(3,5-dimethylphenyl)-1,5,6,7-tetrahydro-s-indacen-1-yl]hafnium dichloride